(3-(((tert-butyldimethylsilyl)oxy)methyl)-4-methylphenyl)(8-methyl-3-(trifluoromethyl)-[1,2,4]triazolo[4,3-a]pyridin-7-yl)methanol [Si](C)(C)(C(C)(C)C)OCC=1C=C(C=CC1C)C(O)C1=C(C=2N(C=C1)C(=NN2)C(F)(F)F)C